sec-butyloxycarbonyl fluoride C(C)(CC)OC(=O)F